CS(=O)(=O)OC[C@@H](C)NC(=O)OC(C)(C)C (R)-2-((tert-butyloxycarbonyl)amino)propyl methanesulfonate